ClS(=O)(=O)C1=CC=C(C=C1)CC[Si](OC)(OC)OC 2-(4-chlorosulfonylphenyl)-ethyltrimethoxysilane